4-(pyrrolidin-1-yl)benzene N1(CCCC1)C1=CC=CC=C1